(S)-1-(4-fluorophenyl)-3,4-dihydroisoquinoline-2,7(1H)-dicarboxylic acid 2-(tert-butyl) 7-methyl ester COC(=O)C1=CC=C2CCN([C@H](C2=C1)C1=CC=C(C=C1)F)C(=O)OC(C)(C)C